C[C@@H]1N(CC[C@H]1NC)C(=O)OC(C)(C)C tert-butyl (2S,3R)-2-methyl-3-(methylamino)pyrrolidine-1-carboxylate